Naphthoat C1(=CC=CC2=CC=CC=C12)C(=O)[O-]